Cl.C12CC(CC(CCC1)N2)N(C=2SC1=C(C=NC(=C1)C1=CC3=CN(N=C3C=C1)C)N2)C N-(9-Azabicyclo[3.3.1]non-3-yl)-N-methyl-6-(2-methyl-2H-indazol-5-yl)[1,3]thiazolo[4,5-c]pyridin-2-amin-Hydrochlorid